6-Benzyloxy-12,12-dimethyl-17-nitro-6,15-bis(trifluoromethyl)-19-oxa-3,4,13,18-tetrazatricyclo[12.3.1.12,5]nonadeca-1(18),2,4,8,14,16-hexaen-7-ol C(C1=CC=CC=C1)OC1(C2=NN=C(C=3C(=CC(=C(NC(CCC=CC1O)(C)C)N3)C(F)(F)F)[N+](=O)[O-])O2)C(F)(F)F